tert-butyl N-[3-[7-bromo-2-(hydroxymethyl)benzimidazol-1-yl]-4-hydroxy-butyl]-N-methyl-carbamate BrC1=CC=CC2=C1N(C(=N2)CO)C(CCN(C(OC(C)(C)C)=O)C)CO